C(C)OC(C(CC)/N=C/C1=CC=CC=C1)=O (E)-2-(Phenylmethyleneamino)butanoic acid ethyl ester